Phenyl-L-Carnitine C1(=CC=CC=C1)[C@](O)(C[N+](C)(C)C)CC([O-])=O